CC1=C(C=2N(C=C1C1=C(C=3N=C(SC3N1)C1CCN(CC1)C1CCOCC1)C(C)C)N=CN2)C 5-(7,8-dimethyl-[1,2,4]triazolo[1,5-a]pyridin-6-yl)-6-isopropyl-2-(1-(tetrahydro-2H-pyran-4-yl)piperidin-4-yl)-4H-pyrrolo[3,2-d]thiazole